C1=CC=CC=2C3=CC=CC=C3C(C12)COC(N(CC1CN(C1)C(C1=C(C=CC(=C1)CC1=NNC(C2=CC=CC=C12)=O)F)=O)C1CC1)=O (9H-fluorene-9-yl)methylcyclopropyl([1-(2-fluoro-5-[(4-oxo-3,4-dihydrophthalazin-1-yl)methyl]benzoyl)azetidin-3-yl]methyl)carbamate